The molecule is a 3-oxo-fatty acyl-CoA. It has a role as a human metabolite, a Saccharomyces cerevisiae metabolite, an Escherichia coli metabolite and a mouse metabolite. It derives from a myristoyl-CoA and a 3-oxotetradecanoic acid. It is a conjugate acid of a 3-oxotetradecanoyl-CoA(4-). CCCCCCCCCCCC(=O)CC(=O)SCCNC(=O)CCNC(=O)[C@@H](C(C)(C)COP(=O)(O)OP(=O)(O)OC[C@@H]1[C@H]([C@H]([C@@H](O1)N2C=NC3=C(N=CN=C32)N)O)OP(=O)(O)O)O